N1C(=CC=2C=NC=CC21)CNC(CN2C(C(=NC=C2C2=CC(=CC=C2)C(C)(C)O)NCCC2=CC=CC=C2)=O)=O N-((1H-pyrrolo[3,2-c]pyridin-2-yl)methyl)-2-(6-(3-(2-hydroxypropan-2-yl)phenyl)-2-oxo-3-(phenethylamino)pyrazin-1(2H)-yl)acetamide